FC1=C(C=C(C=C1)N1C(=C(C2=CC(=CC=C12)O)C1CN(C1)S(=O)(=O)NC)C(C)C)C 3-(1-(4-fluoro-3-methylphenyl)-5-hydroxy-2-isopropyl-1H-indol-3-yl)-N-methylazetidine-1-sulfonamide